S1C(=NC=C1)C=O Thiazol-2-yl-methanone